BrC=1C=C(C=2N(C1)C=C(N2)C(=O)O)[C@@H](C)O |o1:13| (R or S)-6-bromo-8-[1-hydroxyethyl]imidazo[1,2-a]pyridine-2-carboxylic acid